C(C)(C)(C)C=1C=C(C=CC1)C(CC(=O)O)CC(=O)O 3-(3-tert-butyl-phenyl)-glutaric acid